ClC1=CC=C(C=C1)C=1N(C(N(C1)CC1=NN(C(=N1)[C@H](C)O)C1=C(C(=CC(=C1)F)Cl)OC)=O)C[C@@H](C(F)(F)F)O 4-(4-chlorophenyl)-1-((1-(2-methoxy-3-chloro-5-fluorophenyl)-5-((S)-1-hydroxyethyl)-1H-1,2,4-triazol-3-yl)methyl)-3-((S)-3,3,3-trifluoro-2-hydroxypropyl)-1,3-dihydro-2H-imidazol-2-one